(3,4-dichloro-5-fluorophenyl)boronic acid ClC=1C=C(C=C(C1Cl)F)B(O)O